(4R,6S)-2,6-DIMETHYLOCT-7-EN-4-OL CC(C)C[C@H](C[C@@H](C=C)C)O